C[C@H]1COCC[C@H]1NC1=C(C#N)C=CC(=C1)C(F)(F)F |r| Trans-rac-2-(((3R,4R)-3-methyltetrahydro-2H-pyran-4-yl)amino)-4-(trifluoromethyl)benzonitrile